C(C)(C)(CC)CC(C(=O)OO)(C)C.C(C(C)(C)C)(=O)OOC(C)(C)CC tert-Amyl peroxypivalate (tert-Amyl peroxypivalate)